ClC=1C(=NNC1)N 4-chloro-1H-pyrazol-3-amine